4-(2,2-difluoro-2,3-dihydro-1H-inden-4-yl)piperazine hydrochloride Cl.FC1(CC2=CC=CC(=C2C1)N1CCNCC1)F